(R)-tert-butyl (1-(4-((1-(4-(2-hydroxyethyl)phenyl)-2-oxo-1,2-dihydropyrimidin-4-yl)carbamoyl)-3-methylpiperazin-1-yl)-2-methyl-1-oxopropan-2-yl)carbamate OCCC1=CC=C(C=C1)N1C(N=C(C=C1)NC(=O)N1[C@@H](CN(CC1)C(C(C)(C)NC(OC(C)(C)C)=O)=O)C)=O